1,2-ditetradecanoyl-sn-glycero-3-phosphocholine C(CCCCCCCCCCCCC)(=O)OC[C@@H](OC(CCCCCCCCCCCCC)=O)COP(=O)([O-])OCC[N+](C)(C)C